nitrovinyl carbonate C(OC=C[N+](=O)[O-])([O-])=O